(S*)-4-Ethyl-1-(7-fluoro-2-(o-tolyl)-4-(1,1,1-trifluoropropan-2-yl)quinolin-6-yl)-3-(hydroxymethyl)-1H-1,2,4-triazol-5(4H)-one C(C)N1C(=NN(C1=O)C=1C=C2C(=CC(=NC2=CC1F)C1=C(C=CC=C1)C)[C@@H](C(F)(F)F)C)CO |o1:26|